methyl 2'-nitro-[1,1'-biphenyl]-4-carboxylate [N+](=O)([O-])C1=C(C=CC=C1)C1=CC=C(C=C1)C(=O)OC